NC=1C=2N(C3=CC(=CC=C3N1)C1(N(CCCC1)C(=O)N1C(CCCC1)(C1=CC=C3N=C(C=4N(C3=C1)C=NC4)N)C4=CC=C(C=C4)OC(F)(F)F)C4=CC=C(C=C4)OC(F)(F)F)C=NC2 (4-aminoimidazo[1,5-a]quinoxalin-8-yl)2-(4-(trifluoromethoxy)phenyl)piperidin-1-yl ketone